FC1=CC=C(C=C1)C=1N=CN(C1)CC1=CC=NN1C 4-(4-fluorophenyl)-1-((1-methyl-1H-pyrazol-5-yl)methyl)-1H-imidazole